N-[2-chloro-4-(trifluoromethyl)phenyl]-2-[5-ethyl-2-(4-methoxycyclohex-1-enyl)-6-[(3R)-3-methylpiperazine-1-yl]-7-oxo[1,2,4]triazolo[1,5-a]pyrimidin-4-yl]acetamide ClC1=C(C=CC(=C1)C(F)(F)F)NC(CN1C=2N(C(C(=C1CC)N1C[C@H](NCC1)C)=O)N=C(N2)C2=CCC(CC2)OC)=O